O=C1C(CCC2=C(N1C1=CC=C(C=C1)C(F)(F)F)C=CC=C2)NC(OC(C)(C)C)=O tert-butyl (2-oxo-1-(4-(trifluoromethyl)phenyl)-2,3,4,5-tetrahydro-1H-benzo[b]azepin-3-yl)carbamate